(5-Nitrothiophene-2-yl)methyl-5-fluoro-2,4-dioxo-3,4-dihydropyrimidine [N+](=O)([O-])C1=CC=C(S1)CN1C(NC=C(C1=O)F)=O